tert-butyl (3-(4-(5-cyanopyridine-3-sulfonimidoyl)benzamido)-4'-fluoro-[1,1'-biphenyl]-4-yl)carbamate C(#N)C=1C=C(C=NC1)S(=O)(=N)C1=CC=C(C(=O)NC=2C=C(C=CC2NC(OC(C)(C)C)=O)C2=CC=C(C=C2)F)C=C1